Tert-butyl 9-(3-(2,4-dioxotetrahydropyrimidin-1(2H)-yl)-4-methoxybenzoyl)-3,9-diazaspiro[5.5]undecane-3-carboxylate O=C1N(CCC(N1)=O)C=1C=C(C(=O)N2CCC3(CCN(CC3)C(=O)OC(C)(C)C)CC2)C=CC1OC